2-oxospiro[indole-3,3'-pyrrolidine]-5'-carbonitrile O=C1NC2=CC=CC=C2C12CNC(C2)C#N